C(C)(C)(C)N1N=CC(=C1)S(=O)(=O)NC=1C=CC=C2C(=CNC12)Cl 1-tert-Butyl-N-(3-chloro-1H-indol-7-yl)pyrazol-4-sulfonamid